8-(3-cyclopropyl-1H-pyrazol-4-yl)-1,7-naphthyridine C1(CC1)C1=NNC=C1C=1N=CC=C2C=CC=NC12